N1(CCCCC1)C1=C(C#N)C=CC=C1 o-piperidinyl-benzonitrile